ClC=1C=C(C=CC1OC1=CC=2N(C=N1)C=NN2)NC2=NC=NC1=CC=C(C=C21)NC=2OCC(N2)(C)C N4-[3-chloro-4-([1,2,4]triazolo[4,3-c]pyrimidin-7-yloxy)phenyl]-N6-(4,4-dimethyl-4,5-dihydrooxazol-2-yl)quinazolin-4,6-diamine